FC=1C=C2CC3N(CC2=C(C1)O)CCCC3 9-fluoro-1,3,4,6,11,11a-hexahydro-2H-pyrido[1,2-b]isoquinolin-7-ol